C(C)(C)(C)OC(=O)N1C[C@H](CC1)[C@@H](C(=O)O)CC1=CC(=CC=C1)N1C(CC2=CC(=CC=C12)C)=O (2S)-2-[(3R)-1-tert-Butoxycarbonylpyrrolidin-3-yl]-3-[3-(5-methyl-2-oxo-indolin-1-yl)phenyl]propanoic acid